C(\C=C\C(=O)[O-])(=O)[O-].N1C=C(C2=CC=CC=C12)CC[NH2+]C1CCCCC1.N1C=C(C2=CC=CC=C12)CC[NH2+]C1CCCCC1 bis(N-[2-(1H-indol-3-yl)ethyl]cyclohexanaminium) (2E)-but-2-enedioate